(S)-4-(2-(4-Ethylthiazol-2-yl)-2-(3-(2-methoxyphenyl)propanamido)ethyl)phenyl-sulfamic acid C(C)C=1N=C(SC1)[C@H](CC1=CC=C(C=C1)NS(O)(=O)=O)NC(CCC1=C(C=CC=C1)OC)=O